4-amino-1-((2R,3S,4R,5R)-5-(((trisisopropylsilyl)oxy)methyl)-5-(chloromethyl)-3-fluoro-4-((4-methoxyphenyl)diphenylmethoxy)tetrahydrofuran-2-yl)-5-fluoropyrimidin-2(1H)-one NC1=NC(N(C=C1F)[C@@H]1O[C@]([C@H]([C@@H]1F)OC(C1=CC=CC=C1)(C1=CC=CC=C1)C1=CC=C(C=C1)OC)(CCl)CO[Si](C(C)C)(C(C)C)C(C)C)=O